[Cl-].OC(COCCOCC(C[N+](C)(C)C)O)C[N+](C)(C)C.[Cl-] 2-[2-hydroxy-3-(trimethylammonio)-propoxy]ethyl 2-hydroxy-3-(trimethylammonio)propyl ether chloride